N-methyl-N-phenyl-vinyl-sulfonamide methyl-3,3-dimethoxypropyl-methylphosphonate CC(P(O)(O)=O)CCC(OC)OC.CN(S(=O)(=O)C=C)C1=CC=CC=C1